(E)-N-(5-(3-cyanophenyl)-4-((2-fluorophenyl)amino)quinazolin-6-yl)-4-(dimethylamino)but-2-eneamide C(#N)C=1C=C(C=CC1)C1=C2C(=NC=NC2=CC=C1NC(\C=C\CN(C)C)=O)NC1=C(C=CC=C1)F